benzyl 2-(3-((1,3-dimethyl-2-oxohexahydropyrimidin-5-yl)methyl)-7-morpholino-3H-imidazo[4,5-b]pyridin-5-yl)hydrazinecarboxylate CN1C(N(CC(C1)CN1C=NC=2C1=NC(=CC2N2CCOCC2)NNC(=O)OCC2=CC=CC=C2)C)=O